CS(=O)(=O)[O-].C(C)[N+]1=C(NC=C1)C ethyl-methylimidazolium methanesulfonate